ClC1=C(C(=O)OC)C(=C(C(=N1)Cl)C)C Methyl 2,6-dichloro-4,5-dimethylnicotinate